CN1N=C2C(=NC(=CC2=C1)N)C 2,7-Dimethylpyrazolo[3,4-c]pyridin-5-amine